CC(C)C(CCC)C(C(C(C(=O)[O-])(C(C(C)C)CCC)C(C(C)C)CCC)(O)C(=O)[O-])C(=O)[O-] Tri(2-methyl-3-hexyl)citrat